C(#N)C(C(=O)NC(OCC)=O)=COC ethyl (2-cyano-3-methoxyacryloyl)carbamate